methyl 4-methoxy-5-(oxolan-3-yloxy)-2-{[2-(trimethylsilyl)ethoxy]methyl}-2H-indazole-7-carboxylate COC=1C2=CN(N=C2C(=CC1OC1COCC1)C(=O)OC)COCC[Si](C)(C)C